(1aR,5aR)-2-(5-Bromo-pyridin-2-yl)-1a,2,5,5a-tetrahydro-1H-2,3-diaza-cyclopropa[a]pentalene-4-carboxylic acid ((S)-1-hydroxymethyl-2,2-dimethyl-propyl)-amide OC[C@H](C(C)(C)C)NC(=O)C=1C=2C[C@@H]3[C@H](C2N(N1)C1=NC=C(C=C1)Br)C3